BrCCOC=1C=C2C(=NN(C2=C(C1)C(F)(F)F)C1CC(C1)(O)C)F (cis)-3-[5-(2-bromoethoxy)-3-fluoro-7-(trifluoromethyl)-1H-indazol-1-yl]-1-methylcyclobutanol